NC1(CCC(CC1)C1=CC=CC=C1)C(=O)O 1-amino-4-phenylcyclohexane-carboxylic acid